C1(CCCC1)OC1=NC(=CN=C1)C#C (cyclopentyloxy)-6-ethynyl-pyrazine